2-(1-acryloylazetidin-3-yl)-6-(3-hydroxynaphthalen-1-yl)benzofuran-7-carboxamide C(C=C)(=O)N1CC(C1)C=1OC2=C(C1)C=CC(=C2C(=O)N)C2=CC(=CC1=CC=CC=C21)O